Cl.NC1=CC(=NC=C1)S(=O)(=O)N 4-amino-2-pyridinesulfonamide hydrochloride